C(C)(C)(C)OC(=O)N[C@H](C(=O)OCC1=CC=CC=C1)CC1=CC=C(C=C1)OS(=O)(=O)C(F)(F)F (S)-Benzyl 2-((Tert-Butoxycarbonyl)Amino)-3-(4-(((Trifluoromethyl)Sulfonyl)-Oxy)Phenyl)Propanoate